FC1=C(C=CC(=C1)F)CN(C(=O)NCC=1C=CC2=C(CC(O2)(C)C)C1)C1CCN(CC1)C 1-[(2,4-difluorophenyl)methyl]-3-[(2,2-dimethyl-2,3-dihydro-1-benzofuran-5-yl)methyl]-1-(1-methylpiperidin-4-yl)urea